5-chloro-1,8-dimethyl-3-(2-trimethylsilylethoxymethyl)imidazo[4,5-g]phthalazin-2-one ClC1=NN=C(C=2C=C3C(=CC12)N(C(N3C)=O)COCC[Si](C)(C)C)C